5-(2-Hydroxy-9H-carbazol-9-yl)-N,N,N-trimethylpentan-1-aminium OC1=CC=2N(C3=CC=CC=C3C2C=C1)CCCCC[N+](C)(C)C